N-methyl-N-(2-(3-(pyridin-2-yl)-1,2,4-thiadiazol-5-ylamino)-5-(trifluoromethyl)pyridin-3-yl)acetamide CN(C(C)=O)C=1C(=NC=C(C1)C(F)(F)F)NC1=NC(=NS1)C1=NC=CC=C1